1-Hexylpyridinium hexafluorophosphat F[P-](F)(F)(F)(F)F.C(CCCCC)[N+]1=CC=CC=C1